4-(2-((R)-2-(2-isopropylphenyl)-4-(4-(oxetan-3-yloxy)benzyl)piperazin-1-yl)-7-azaspiro[3.5]nonan-7-yl)benzamide C(C)(C)C1=C(C=CC=C1)[C@H]1N(CCN(C1)CC1=CC=C(C=C1)OC1COC1)C1CC2(C1)CCN(CC2)C2=CC=C(C(=O)N)C=C2